C1(CC1)NC(C1=C(C=CC(=C1)F)SC1=CC=C2C(=NNC2=C1)\C=C\C1=NC=CC(=C1)CCCN1CCCC1)=O N-cyclopropyl-5-fluoro-2-({3-[(E)-2-{4-[3-(pyrrolidin-1-yl)propyl]pyridin-2-yl}vinyl]-1H-indazol-6-yl}thio)benzamide